ClC=1C=CC(=C(C1)C1=CC=C2C(=CN=NC2=C1)NCC1=C(C=C(C=C1)OC)OC)OC1CCC1 7-(5-CHLORO-2-CYCLOBUTYLOXYPHENYL)-N-[(2,4-DIMETHOXYPHENYL)METHYL]CINNOLIN-4-AMINE